bis(4-(diphenylsulfonio)phenyl)sulfide hexafluoro-antimonate F[Sb-](F)(F)(F)(F)F.C1(=CC=CC=C1)[S+](C1=CC=C(C=C1)SC1=CC=C(C=C1)[S+](C1=CC=CC=C1)C1=CC=CC=C1)C1=CC=CC=C1.F[Sb-](F)(F)(F)(F)F